Cl.Cl.C1NCC=2C=NC=CC21 1H,2H,3H-pyrrolo[3,4-c]pyridine dihydrochloride